CN(C)CC=1SC2=C(N1)C=C(C=C2)[C@@H]2N(C[C@H](CC2)C)C(C(=O)NC=2C1=C(C=NC2)C=NN1C1OCCCC1)=O 2-((2R,5S)-2-(2-((dimethylamino)methyl)benzo[d]thiazol-5-yl)-5-methylpiperidin-1-yl)-2-oxo-N-(1-(tetrahydro-2H-pyran-2-yl)-1H-pyrazolo[4,3-c]pyridin-7-yl)acetamide